1,6,7-trimethylquinoxalin-2-one CN1C(C=NC2=CC(=C(C=C12)C)C)=O